C1(CC1)C=1C=C2C=CN(C(C2=C(C1)F)=O)C1CCCC2=CC(=CC=C12)B1OC(C(O1)(C)C)(C)C 6-cyclopropyl-8-fluoro-2-(6-(4,4,5,5-tetramethyl-1,3,2-dioxaborolan-2-yl)-1,2,3,4-tetrahydronaphthalen-1-yl)isoquinolin-1(2H)-one